N-nonylnonan-1-amine C(CCCCCCCC)NCCCCCCCCC